4-cyclopropyl-3,5-difluorobenzaldehyde C1(CC1)C1=C(C=C(C=O)C=C1F)F